3,4-dimethyl-6-(2-methyl-1-propenyl)-4-cyclohexene-1,2-dicarboxylic acid anhydride CC1C2C(C(C=C1C)C=C(C)C)C(=O)OC2=O